(3-(2-cyclopropyl-7-methoxy-2H-indazol-4-yl)phenyl)carboxamide C1(CC1)N1N=C2C(=CC=C(C2=C1)C=1C=C(C=CC1)C(=O)N)OC